C(C)(C)(C)N1N=C(C=C1NC1=CC=CC(=N1)C(COCC#N)(F)F)[C@H]1C[C@H](CC1)O 2-(2-(6-((1-(tert-butyl)-3-((1R,3S)-3-hydroxycyclopentyl)-1H-pyrazol-5-yl)amino)pyridin-2-yl)-2,2-difluoroethoxy)acetonitrile